C(C(=C)C)(=O)OC(CO)CCCCCCCCCC 2-methacryloxydodecyl alcohol